5-valerolactone C1(CCCCO1)=O